4-(6-fluoroquinolin-4-yl)cyclohex-3-ene-1-carboxylic acid methyl ester COC(=O)C1CC=C(CC1)C1=CC=NC2=CC=C(C=C12)F